3-Cyano-N-[4-(3-Cyanophenyl)-5-(2,6-dimethyl-4-pyridyl)thiazol-2-yl]-3-methylpyrrolidin-1-carboxamid C(#N)C1(CN(CC1)C(=O)NC=1SC(=C(N1)C1=CC(=CC=C1)C#N)C1=CC(=NC(=C1)C)C)C